O[C@H]1[C@H](O[C@@]2([C@@H](CCO2)NC(C(C2=CC=CC=C2)(F)F)=O)[C@@H]([C@H]1N1N=NC(=C1)C1=CC(=C(C(=C1)F)F)F)O)CO N-((4r,5s,7r,8r,9s,10r)-8,10-dihydroxy-7-(hydroxymethyl)-9-(4-(3,4,5-trifluorophenyl)-1H-1,2,3-triazol-1-yl)-1,6-dioxaspiro[4.5]dec-4-yl)-2,2-difluoro-2-phenylacetamide